(R)-(8-aza-spiro[4.5]dec-1-yl)-carbamic acid tert-butyl ester C(C)(C)(C)OC(N[C@@H]1CCCC12CCNCC2)=O